NC1=CC=C2C=C(C(OC2=C1)=O)C 7-amino-methylcoumarin